(R)-1-N-Boc-3-methylaminopiperidine CC(C)(C)OC(=O)N1CCC[C@H](C1)NC